(R)-2-((R)-Pyrrolidin-3-yl)octahydropyrrolo[1,2-a]pyrazine N1C[C@@H](CC1)N1C[C@@H]2N(CC1)CCC2